tert-butyl 2-(1,3-Benzothiazol-5-yl)-5-methyl-piperidine-1-carboxylate S1C=NC2=C1C=CC(=C2)C2N(CC(CC2)C)C(=O)OC(C)(C)C